CN1CC2C(=CC=C3C=2OCO3)[C@@H]2[C@H]1C1C=C3C(=CC=1C[C@@H]2O)OCO3 (+)-chelidonine